2-methylpiperidine-4-carbonitrile CC1NCCC(C1)C#N